C(OOCCCCCC)(N)N dioxanonanediamine